Bicyclo[2.2.2]octane-1-ylmethyl methanesulfonate CS(=O)(=O)OCC12CCC(CC1)CC2